Ethanamin C(C)N